CC=1C(=C(C=2CC3=CC=CC=C3C2C1)C1=C(C=CC=C1)C1=C(C(=CC=2C3=CC=CC=C3CC12)C)C)C [bis(dimethylfluorenyl)]benzene